C(C)OC(CN(C)C(CN1C=CC2=CC(=CC=C12)OC)C)=O N-(1-(5-methoxy-1H-indol-1-yl)propan-2-yl)-N-methylglycine ethyl ester